C1(CCCCC1)NC(C1=CC=C(C=C1)NC1=C(N=C2N1C=CN=C2)C2=CC(=C(C=C2)OC)OC)=O N-cyclohexyl-4-[[2-(3,4-dimethoxyphenyl)imidazo[1,2-a]pyrazin-3-yl]amino]benzamide